NC1=CC2=CC3=CC=CC=C3C=C2C=C1 2-Aminoanthracene